Cl.FC(C1=CC=C(C=C1)C1CNCC1)(F)F 3-(4-trifluoromethylphenyl)pyrrolidine hydrochloride